eicosyl-behenyl-amine C(CCCCCCCCCCCCCCCCCCC)NCCCCCCCCCCCCCCCCCCCCCC